5,6,7,8-tetrahydrothiazolo[5,4-b]quinoline-2-carboxamide N1=C(SC2=NC=3CCCCC3C=C21)C(=O)N